Nickel (II) dimethylglyoxime CC(C(=NO)C)=NO.[Ni+2]